C(CCCCCCCCC)C1=CC2=C(C=C1)C=1SC3=C(C1S2)C=CC(=C3)C3=CC=CC=C3 2-decyl-7-phenyl[1]benzothieno[3,2-b][1]benzothiophene